2,3,4,6-tetrabromophenol BrC1=C(C(=CC(=C1Br)Br)Br)O